5-bromo-N-cyclopropyl-3-(difluoromethyl)-N-methylpyridinecarboxamide BrC=1C=C(C(=NC1)C(=O)N(C)C1CC1)C(F)F